2-(hexyloxy)-1,3,2-dioxaphosphorinane 2-oxide C(CCCCC)OP1(OCCCO1)=O